alpha-hydroxypropionyl-ethylenediamine OC(C(=O)NCCN)C